N-(benzo[d][1,3]dioxol-5-ylmethyl)-4-(5-methyl-2-((1-methyl-1H-pyrazol-5-yl)amino)pyrimidin-4-yl)oxazole-2-carboxamide O1COC2=C1C=CC(=C2)CNC(=O)C=2OC=C(N2)C2=NC(=NC=C2C)NC2=CC=NN2C